C(\C=C\CCCCCC)=O trans-2-Nonen-1-al